C(C1=C(C(=CC(=C1)C)C(C)(C)C)O)C1=C(C(=CC(=C1)C)C(C)(C)C)O methylenebis(4-methyl-6-t-butyl-phenol)